NC1=C2C(=NC=N1)N(N=C2C=2NC1=CC(=CC=C1C2)OCC2=CC=CC=C2)CCCCNC(OC(C)(C)C)=O tert-butyl N-(4-{4-amino-3-[6-(benzyloxy)-1H-indol-2-yl]-1H-pyrazolo[3,4-d]pyrimidin-1-yl} butyl)carbamate